2,2,2-Trifluoro-1-[1-(2,2,2-trifluoro-1-hydroxy-1-trifluoromethyl-ethyl)-1H-pyrrol-2-yl]-ethanone FC(C(=O)C=1N(C=CC1)C(C(F)(F)F)(C(F)(F)F)O)(F)F